ClC1=CC(=NC(=N1)C1CC1)C(=O)N1CCC(CC1)N1CC2=CC=CC=C2CC1 (6-chloro-2-cyclopropylpyrimidin-4-yl)-(4-(3,4-dihydroisoquinolin-2(1H)-yl)piperidin-1-yl)methanone